ClC=1N=NC(=CC1COCCI)Cl 3,6-dichloro-4-((2-iodoethoxy)methyl)pyridazine